1-benzyl-4-[6-(2-ethoxyphenyl)pyridin-3-yl]-N-[(3S)-1-methylpyrrolidin-3-yl]piperidine-4-carboxamide C(C1=CC=CC=C1)N1CCC(CC1)(C(=O)N[C@@H]1CN(CC1)C)C=1C=NC(=CC1)C1=C(C=CC=C1)OCC